COC1=C(C=CC=C1B1OC(C(O1)(C)C)(C)C)C1=NN(C=N1)C 3-(2-methoxy-3-(4,4,5,5-tetramethyl-1,3,2-dioxaborolan-2-yl)phenyl)-1-methyl-1H-1,2,4-triazole